8-[(3R,5S)-4-tert-butoxycarbonyl-3,5-dimethyl-piperazin-1-yl]-2-dimethylphosphoryl-quinoxaline-5-carboxylic acid C(C)(C)(C)OC(=O)N1[C@@H](CN(C[C@@H]1C)C1=CC=C(C=2N=CC(=NC12)P(=O)(C)C)C(=O)O)C